8,9-dihydrofuro[2,3-h]quinazolin-4-amine N1=CN=C(C2=CC=C3C(=C12)CCO3)N